NC1=C(N=CC(=N1)C1=C(C=C2C(N(C=NC2=C1)CCC[C@H](CC)NC=1C=NNC(C1C(F)(F)F)=O)=O)F)C(F)(F)F (S)-7-(6-amino-5-(trifluoromethyl)pyrazin-2-yl)-6-fluoro-3-(4-((6-oxo-5-(trifluoromethyl)-1,6-dihydropyridazin-4-yl)amino)hexyl)quinazolin-4(3H)-one